C1=NC=C(C2=CC=CC=C12)SC=1C=2N(C=NC1)C=CN2 8-(isoquinolin-4-ylthio)imidazo[1,2-c]pyrimidin